(S)-4-(2-(trityloxy)propoxy)aniline methyl-1-p-methylbenzyl-4-phenyl-1,4-dihydropyridine-3,5-dicarboxylate COC(=O)C1=CN(C=C(C1C1=CC=CC=C1)C(=O)O)CC1=CC=C(C=C1)C.C(C1=CC=CC=C1)(C1=CC=CC=C1)(C1=CC=CC=C1)O[C@H](COC1=CC=C(N)C=C1)C